C1(CC1)N1C=C(C(C2=CC(=C(C=C12)OCCO)F)=O)CN([C@@H]1CN(CCC1)C1=NC=CN=C1)CC1=CC(=NC=C1)C 1-cyclopropyl-6-fluoro-7-(2-hydroxyethoxy)-3-({[(2-methylpyridin-4-yl)methyl][(3S)-1-(pyrazin-2-yl)piperidin-3-yl]amino}methyl)-1,4-dihydroquinolin-4-one